[Ti].C1(CCCCC1)S(=O)(=O)C(=[N+]=[N-])S(=O)(=O)C1=CC(=CC=C1)F Cyclohexylsulfonyl-(3-fluorophenylsulfonyl)diazomethane Titanium